4-(6-chloro-4-(6,6-difluoro-1,4-diazepan-1-yl)-8-fluoro-2-((1-(pyrrolidin-1-ylmeth-yl)cyclopropyl)methoxy)-quinazolin-7-yl)-7-fluoro-benzo[d]thiazol-2-amine ClC=1C=C2C(=NC(=NC2=C(C1C1=CC=C(C2=C1N=C(S2)N)F)F)OCC2(CC2)CN2CCCC2)N2CCNCC(C2)(F)F